diethyl (4-(4-vinylphenyl)butylphosphonate) C(=C)C1=CC=C(C=C1)CCCCP(OCC)(OCC)=O